N-(2-((6-(3-(2,6-dichloro-3,5-dimethoxyphenyl)-1-methylureido)pyrimidin-4-yl)amino)-5-(4-ethyl-4,7-diazaspiro[2.5]octan-7-yl)phenyl)acrylamide ClC1=C(C(=C(C=C1OC)OC)Cl)NC(N(C)C1=CC(=NC=N1)NC1=C(C=C(C=C1)N1CCN(C2(CC2)C1)CC)NC(C=C)=O)=O